CC1=CC2=C(C(N3[C@@H](CO2)C[C@@H](C3)OC3=NC=C2CCC(NC2=C3)=O)=O)C(=C1)O[C@@H](C(F)(F)F)C (2S,11aR)-8-methyl-2-((2-oxo-1,2,3,4-tetrahydro-1,6-naphthyridin-7-yl)oxy)-6-(((R)-1,1,1-trifluoropropan-2-yl)oxy)-2,3,11,11a-tetrahydro-1H,5H-benzo[f]pyrrolo[2,1-c][1,4]oxazepin-5-one